1,2,4,5-cyclohexane-tetracarboxylic acid C1(C(CC(C(C1)C(=O)O)C(=O)O)C(=O)O)C(=O)O